imidazo[1,5-a]pyridine-6-sulphonamide C=1N=CN2C1C=CC(=C2)S(=O)(=O)N